C(C)(=O)O[C@H]1[C@H](NC[C@]1(C)O)CC1=CC=C(C=C1)OC (2R,3S,4S)-4-hydroxy-2-[(4-methoxyphenyl)methyl]-4-methylpyrrolidin-3-yl acetate